5-bromo-1-(4-fluorophenyl)-1H-pyrazolo[4,3-B]pyridine BrC1=CC=C2C(=N1)C=NN2C2=CC=C(C=C2)F